BrC=1C(=NC(=NC1OC)NS(=O)(=O)C1=CNC2=CC(=CC=C12)Cl)OC N-(5-bromo-4,6-dimethoxy-pyrimidin-2-yl)-6-chloro-1H-indole-3-sulfonamide